FC=1C=CC(=C(C(=O)N(C)C(C)C)C1)N1C=C(C=2C1=CN=CC2)[C@@H]2CC[C@H](CC2)N2CCCC2 5-fluoro-N-isopropyl-N-methyl-2-(3-(trans-4-(pyrrolidin-1-yl)cyclohexyl)-1H-pyrrolo[2,3-c]pyridin-1-yl)benzamide